C(#N)C1=CC=C(C=C1)[B-](F)(F)F.[K+] potassium (4-cyanophenyl)-trifluoroborate